tert-butyl N-[3-(allyloxycarbonylamino)propyl]-N-[(2S)-3-(tert-butoxycarbonylamino)-2-hydroxy-propyl]carbamate C(C=C)OC(=O)NCCCN(C(OC(C)(C)C)=O)C[C@H](CNC(=O)OC(C)(C)C)O